benzyl (1-(7-(4-(2,6-bis(benzyloxy)pyridin-3-yl)-2-fluorophenyl)-7-azaspiro[3.5]nonan-2-yl)piperidin-4-yl)carbamate C(C1=CC=CC=C1)OC1=NC(=CC=C1C1=CC(=C(C=C1)N1CCC2(CC(C2)N2CCC(CC2)NC(OCC2=CC=CC=C2)=O)CC1)F)OCC1=CC=CC=C1